BrC=1C=C(C=CC1)S(=O)(=O)N1CCNCC1 1-((3-bromophenyl)sulfonyl)piperazine